Cl.BrC1=CC=CC=2C=3N(C(=NC12)[C@@](N)(C)C(=O)NCCNC)N=C(N3)C=3C=NN(C3)C 2-[7-bromo-2-(1-methyl-1H-pyrazol-4-yl)[1,2,4]triazolo[1,5-c]quinazolin-5-yl]-N-[2-(methylamino)ethyl]-D-alaninamide hydrochloride